C(C1=CC=CC=C1)C1N(CCC(NC1)=O)C(=O)OC(C)(C)C tert-butyl 2-benzyl-5-oxo-1,4-diazepane-1-carboxylate